N-[[3-amino-6-chloro-5-(4-fluorophenyl)pyrazin-2-yl]methyl]-2-fluoro-6-(trifluoromethyl)benzamide NC=1C(=NC(=C(N1)C1=CC=C(C=C1)F)Cl)CNC(C1=C(C=CC=C1C(F)(F)F)F)=O